(R)-6-((1-Acryloyl-3-(2,3-dichloro-6-fluorophenyl)pyrrolidin-3-yl)amino)-7-fluoro-3-(methyl-d3)quinazolin-4(3H)-one C(C=C)(=O)N1C[C@@](CC1)(C1=C(C(=CC=C1F)Cl)Cl)NC=1C=C2C(N(C=NC2=CC1F)C([2H])([2H])[2H])=O